1,1-bis(4-hydroxyphenyl)nonadecane OC1=CC=C(C=C1)C(CCCCCCCCCCCCCCCCCC)C1=CC=C(C=C1)O